5-bromo-1-methylpyrrolo[2,3-c]pyridine BrC=1C=C2C(=CN1)N(C=C2)C